(3-amino-1-methyl-1H-pyrazol-4-yl)-5-methyl-7-(1-phenylethyl)thieno[3,2-c]pyridin-4(5H)-one NC1=NN(C=C1C1=CC=2C(N(C=C(C2S1)C(C)C1=CC=CC=C1)C)=O)C